C(C)(C)(C)OC(CC[C@@H](C(=O)NC1=C(C(=O)[O-])C=CC(=C1)F)NC(CNC(CCCC#CC=1C=NC(=NC1)S(=O)(=O)C)=O)=O)=O ((S)-5-(tert-butoxy)-2-(2-(6-(2-(methylsulfonyl)pyrimidin-5-yl)hex-5-ynamido)acetamido)-5-oxopentanamido)-4-fluorobenzoate